(4-amino-1-methyl-1H-pyrazolo[4,3-c]quinolin-8-yl)((2R,5S)-5-methyl-2-(2-(trifluoromethyl)benzo[d]thiazol-5-yl)piperidin-1-yl)methanone NC1=NC=2C=CC(=CC2C2=C1C=NN2C)C(=O)N2[C@H](CC[C@@H](C2)C)C=2C=CC1=C(N=C(S1)C(F)(F)F)C2